(S)-8-bromo-3-cyclopropyl-6-fluoro-2-(tetrahydrofuran-2-yl)quinazolin-4(3H)-one BrC=1C=C(C=C2C(N(C(=NC12)[C@H]1OCCC1)C1CC1)=O)F